(2S,5R)-2,5-diethyl-4-(1-(4-fluoro-2-(methoxymethyl)phenyl)ethyl)piperazine C(C)[C@@H]1NC[C@H](N(C1)C(C)C1=C(C=C(C=C1)F)COC)CC